tert-butyl ((S)-(5-((R)-1-(5,5-difluoro-2-oxotetrahydropyrimidin-1(2H)-yl)-2-methoxyethyl)benzo[d]oxazol-2-yl)(4,4-difluorocyclohexyl)methyl)carbamate FC1(CNC(N(C1)[C@@H](COC)C=1C=CC2=C(N=C(O2)[C@H](C2CCC(CC2)(F)F)NC(OC(C)(C)C)=O)C1)=O)F